ethyl 1-hydroxymethyl-cyclopropanecarboxylate OCC1(CC1)C(=O)OCC